2-(difluoromethyl)-2-(hydroxymethyl)butanoic acid tert-butyl ester C(C)(C)(C)OC(C(CC)(CO)C(F)F)=O